2-[2-(1-piperidinyl)ethoxy]ethyl-N-methyl-N-(iso-butyl)-amine N1(CCCCC1)CCOCCN(CC(C)C)C